CN(C(=O)N1CCN(CC1)C=1C=2N(C=C(C1)S(NC1(CC1)C)(=O)=O)C(=CN2)C(=O)O)C 8-(4-(dimethylcarbamoyl)piperazin-1-yl)-6-(N-(1-methylcyclopropyl)sulfamoyl)imidazo[1,2-a]pyridine-3-carboxylic acid